C(#N)[C@H](C[C@H]1C(NCCC1)=O)NC([C@H](CC1CC1)N(C(=O)C=1NC2=CC=CC(=C2C1)OC)C)=O N-((S)-1-(((S)-1-cyano-2-((S)-2-oxopiperidin-3-yl)ethyl)amino)-3-cyclopropyl-1-oxopropan-2-yl)-4-methoxy-N-methyl-1H-indole-2-carboxamide